4-amino-4,6-dideoxyglucose N[C@@H]([C@@H]([C@H](C=O)O)O)[C@H](O)C